C[C@@H]1CCN2C(O1)=C(C(=N2)C2=CSC=C2)C(=O)OCC Ethyl (5R)-5-methyl-2-thiophen-3-yl-6,7-dihydro-5H-pyrazolo[5,1-b][1,3]oxazine-3-carboxylate